FC1=C(C(=CC=C1)C)N1C[C@H](CCC1)N1C(N(C=2C(C1)=CN(N2)C)CC2=C(C=CC=C2)C(F)(F)F)=O |o1:10| 5-[(S)- or (R)-1-(2-Fluoro-6-methyl-phenyl)-piperidin-3-yl]-2-methyl-7-(2-trifluoromethylbenzyl)-2,4,5,7-tetrahydro-pyrazolo[3,4-d]pyrimidin-6-one